bis(2-hydroxyethyl)aminotris(hydroxy-methyl)methane OCCN(CCO)C(CO)(CO)CO